4-(3-methoxy-4-((4-methoxybenzyl)oxy)benzyl)-1,7-naphthyridine COC=1C=C(CC2=CC=NC3=CN=CC=C23)C=CC1OCC1=CC=C(C=C1)OC